tert-Butyl 4-(2-amino-6-bromo-5-chloropyridine-3-carbonothioyl)piperazine-1-carboxylate NC1=NC(=C(C=C1C(=S)N1CCN(CC1)C(=O)OC(C)(C)C)Cl)Br